4-bromo-5,6,7-trifluoro-1H-indole-2-carboxylic acid BrC1=C2C=C(NC2=C(C(=C1F)F)F)C(=O)O